vinyl-4-ethyl-2-oxazoline C(=C)C=1OCC(N1)CC